ClC1=CC=C(C=C1)N1N=C(C=C1)O 1-(4-chlorophenyl)pyrazol-3-ol